2-(2-bromophenyl)-N-methylethylamine BrC1=C(C=CC=C1)CCNC